CN1N=C(C(=C1C)O)C1=C(C=CC=C1)C(C)(C)C 1,5-Dimethyl-3-(2-(tert-butyl)phenyl)-pyrazol-4-ol